2-[[(butylthio)thiomethyl]thio]succinic acid C(CCC)SSCSC(C(=O)O)CC(=O)O